2'-O-methoxyethyluridine-3'-phosphate P(=O)(O)(O)O[C@H]1[C@H]([C@@H](O[C@@H]1CO)N1C(=O)NC(=O)C=C1)OCCOC